(S)-3-chloro-N-(1-((1-cyanocyclopropyl)amino)-1-oxo-3-(5-(trifluoromethyl)benzo[d]oxazol-2-yl)propan-2-yl)benzamide ClC=1C=C(C(=O)N[C@H](C(=O)NC2(CC2)C#N)CC=2OC3=C(N2)C=C(C=C3)C(F)(F)F)C=CC1